CN(CCNC1=NC=C(C(=O)NC=2SC=C(N2)C(C)(C)C2=CC=C(C=C2)OC)C=C1)C 6-((2-(dimethylamino)ethyl)amino)-N-(4-(2-(4-methoxyphenyl)propan-2-yl)thiazol-2-yl)nicotinamide